(2R)-2,4-dimethyl-4-nitro-valerate C[C@@H](C(=O)[O-])CC(C)([N+](=O)[O-])C